6-((4-((3-chloro-4-fluorophenyl)amino)-6-cyanopyridin-2-yl)amino)-1H-indole-1-carboxylic acid tert-butyl ester C(C)(C)(C)OC(=O)N1C=CC2=CC=C(C=C12)NC1=NC(=CC(=C1)NC1=CC(=C(C=C1)F)Cl)C#N